CCCCNC1=CC=CC=C1 N-butylaniline